(3R)-3-(2-amino-2-(4-phosphonophenyl)acetamido)-7-fluoro-2-hydroxy-3,4-dihydro-2H-benzo[e][1,2]oxaborinine-8-carboxylic acid NC(C(=O)N[C@@H]1B(OC2=C(C1)C=CC(=C2C(=O)O)F)O)C2=CC=C(C=C2)P(=O)(O)O